2-amino-2-methyl-1-(6-(2-(3-methylpyridin-4-yl)imidazo[1,2-a]pyrimidin-3-yl)-2,3-dihydro-4H-benzo[b][1,4]oxazin-4-yl)propan-1-one NC(C(=O)N1C2=C(OCC1)C=CC(=C2)C2=C(N=C1N2C=CC=N1)C1=C(C=NC=C1)C)(C)C